ClC=1C=CC(=C(C1)[C@]1(C(NC2=CC3=C(C=C12)C=CC=C3)=O)O)OC |r| (±)-3-(5-chloro-2-methoxyphenyl)-1,3-dihydro-3-hydroxy-2H-benz[f]indol-2-one